4-(2-hydroxyethyl)-2,2-dimethylpiperidine-1-carboxylic acid tert-butyl ester C(C)(C)(C)OC(=O)N1C(CC(CC1)CCO)(C)C